(S)-3-((2-amino-4-methyl-6-((1-(methylthio)heptan-3-yl)amino)pyrimidin-5-yl)methyl)-4-methoxybenzoic acid NC1=NC(=C(C(=N1)C)CC=1C=C(C(=O)O)C=CC1OC)N[C@H](CCSC)CCCC